N,N-diphenyl-4-vinylAniline C1(=CC=CC=C1)N(C1=CC=C(C=C1)C=C)C1=CC=CC=C1